FC1=CC=C2C(=C(C(=NC2=C1)N1[C@@H](C2(CN(C2)C(C=C)=O)CC1)C)C)C1=C2C=NNC2=CC=C1C 1-((5R)-6-(7-fluoro-3-methyl-4-(5-methyl-1H-indazol-4-yl)-2-quinolinyl)-5-methyl-2,6-diazaspiro[3.4]octan-2-yl)-2-propen-1-one